FC=1C=CC2=C(CCO2)C1CNC1=NC=C(C=2N1C=NC2P(C)(C)=O)C=2C=NC(=CC2)C(F)(F)F (5-(((5-fluoro-2,3-dihydrobenzofuran-4-yl)methyl)amino)-8-(6-(trifluoromethyl)pyridin-3-yl)imidazo[1,5-c]pyrimidin-1-yl)dimethylphosphine oxide